3-(2-oxo-6-(4-(piperidin-4-ylmethyl)piperazin-1-yl)benzo[d]oxazol-3(2H)-yl)piperidine-2,6-dione O=C1OC2=C(N1C1C(NC(CC1)=O)=O)C=CC(=C2)N2CCN(CC2)CC2CCNCC2